methyl [2-(5-chloro-2-nitrobenzyl)-1,3-dioxepan-2-yl]acetate ClC=1C=CC(=C(CC2(OCCCCO2)CC(=O)OC)C1)[N+](=O)[O-]